(5S,8S,10aR)-5-amino-N-((R)-chroman-4-yl)-6-oxo-3-(2,2,2-trifluoroethyl)decahydropyrrolo[1,2-a][1,5]diazocine-8-carboxamide hydrochloride Cl.N[C@H]1CN(CC[C@@H]2N(C1=O)[C@@H](CC2)C(=O)N[C@@H]2CCOC1=CC=CC=C21)CC(F)(F)F